tridecane-5,7-diol CCCCC(CC(CCCCCC)O)O